COC(=O)C1CCCCC1 (methoxycarbonyl)cyclohexane